tert-butyl 3-(1-ethoxy-1-oxopropan-2-yl)-1-(4-isopropylphenyl)-1,4,6,7-tetrahydro-5H-pyrazolo[4,3-c]pyridine-5-carboxylate C(C)OC(C(C)C1=NN(C2=C1CN(CC2)C(=O)OC(C)(C)C)C2=CC=C(C=C2)C(C)C)=O